CC1=CC=CC(=N1)N1N=C(C=C1)CC(=O)OCC ethyl 2-[1-(6-methylpyridin-2-yl)pyrazol-3-yl]acetate